[Pd+2].ClC1=C([C-](C=C1)P(C1=CC=CC=C1)C1=CC=CC=C1)Cl.[C-]1(C=CC=C1)P(C1=CC=CC=C1)C1=CC=CC=C1.[Fe+2] dichloro[1,1'-bis(diphenylphosphino)ferrocene] palladium(II)